1-(4-(7-methoxy-1,9-dimethyl-9H-pyrido[3,4-b]indol-6-yl)piperazin-1-yl)butanone COC1=C(C=C2C3=C(N(C2=C1)C)C(=NC=C3)C)N3CCN(CC3)CC(CC)=O